2-bromo-1-(3-(difluoromethoxy)-5-fluorophenyl)butan-1-one BrC(C(=O)C1=CC(=CC(=C1)F)OC(F)F)CC